C(CCC)C(CNC1=CC=CC=C1)(CCCC)N 2-BUTYL-N1-PHENYLHEXANE-1,2-DIAMINE